NC1=C(C=CC(=C1)Cl)/C=C/C(=O)OCC ethyl (E)-3-(2-amino-4-chlorophenyl)acrylate